CC1=C(C=C(C(N1C1=CC(=CC=C1)C(F)(F)F)=O)C(=O)NCC1=CC=C(C=C1)S(=O)(=O)C)C(=O)NN1CCCCC1 6-methyl-N3-[4-(methylsulfonyl)benzyl]-2-oxo-N5-piperidin-1-yl-1-[3-(trifluoromethyl)phenyl]-1,2-dihydropyridine-3,5-dicarboxamide